1-phenyl-3-(pyridin-3-yl)quinazoline-2,4(1H,3H)-dione C1(=CC=CC=C1)N1C(N(C(C2=CC=CC=C12)=O)C=1C=NC=CC1)=O